C(C)(C)(C)OC(C1=C(C=CC=C1)CN)=O.FC1=CC=C(C=C1)S(=O)(=O)N1CCN(CC1)C(\C=C\C1=CC(=C(C=C1)O)OC)=O (E)-1-(4-((4-fluorophenyl)sulfonyl)piperazin-1-yl)-3-(4-hydroxy-3-methoxyphenyl)prop-2-en-1-one tert-butyl-2-(aminomethyl)benzoate